FC1=C2CCN(CC2=CC=C1)C=1C=NC(=NC1)C1=NC=CC=N1 5-fluoro-2-(2-pyrimidin-2-ylpyrimidin-5-yl)-3,4-dihydro-1H-isoquinoline